3-AMINO-2-(TRIFLUOROMETHOXY)BENZALDEHYDE NC=1C(=C(C=O)C=CC1)OC(F)(F)F